acetic anhydride malate C(C(O)CC(=O)O)(=O)O.C(C)(=O)OC(C)=O